tert-butyl 2-[5-[1-[(2R,4S)-4-hydroxy-2-[[4-(4-methylthiazol-5-yl)phenyl]methylcarbamoyl]pyrrolidine-1-carbonyl]-2-methyl-propyl]isoxazol-3-yl]-2,7-diazaspiro[3.5]nonane-7-carboxylate O[C@H]1C[C@@H](N(C1)C(=O)C(C(C)C)C1=CC(=NO1)N1CC2(C1)CCN(CC2)C(=O)OC(C)(C)C)C(NCC2=CC=C(C=C2)C2=C(N=CS2)C)=O